NCCN1CCN(CC1)CC(=O)O 4-(2-aminoethyl)-1-carboxymethylpiperazine